FC=1C=C(C=CC1F)C1=NC(=NC=C1C(=O)OCC)C(F)(F)F ethyl 4-(3,4-difluorophenyl)-2-(trifluoromethyl)pyrimidine-5-carboxylate